C1(=CC=CC=C1)C=1NC(=C2N(C1)C(C(=N2)CC2=CC=NC=C2)=O)C2=CC=CC=C2 6,8-diphenyl-2-(pyridin-4-ylmethyl)imidazo[1,2-a]pyrazin-3(7H)-one